CN1C(CCC1C(=O)OC)C(=O)OC dimethyl 1-methylpyrrolidine-2,5-dicarboxylate